(S)-N-(tetrahydro-2H-pyran-3-yl)-8-(2-(2,2,2-trifluoroethoxy)phenyl)-6-(trifluoromethyl)imidazo[1,2-a]pyridine-2-carboxamide O1C[C@H](CCC1)NC(=O)C=1N=C2N(C=C(C=C2C2=C(C=CC=C2)OCC(F)(F)F)C(F)(F)F)C1